C1=CC=CC=2C3=CC=CC=C3C(C12)COC(=O)N[C@H](C(=O)O)[C@@H](C)OC (2S,3R)-2-[9H-fluoren-9-ylmethoxycarbonylamino]-3-methoxybutyric acid